BrC1=CC=C(C=C1)[C@]12[C@](C3=C(C=NC=C3OC)O1)([C@@H]([C@@H]([C@H]2C2=CC=CC=C2)CNC)O)O |r| rac-(4bS,5R,6S,7S,7aR)-7a-(4-bromophenyl)-4-methoxy-6-((methylamino)methyl)-7-phenyl-5,6,7,7a-tetrahydro-4bH-cyclopenta[4,5]furo[2,3-c]pyridine-4b,5-diol